COC1=C(C=C(C=C1)NC(=O)C1CCC(CC1)N1C(C2=CC=CC(=C2C1)C)=O)C (1s,4s)-N-(4-Methoxy-3-methylphenyl)-4-(4-methyl-1-oxoisoindolin-2-yl)cyclohexanecarboxamide